2-hydroxy-3,4-dimethoxyisoflavane tert-Butyl-(S)-5-amino-4-(4-amino-1,3-dioxoisoindolin-2-yl)-5-oxopentanoate C(C)(C)(C)[C@@H](C(=O)O)CC(C(=O)N)N1C(C2=CC=CC(=C2C1=O)N)=O.OC1OC2=CC=CC=C2C(C1(C1=CC=CC=C1)OC)OC